N1=C(C=CC=C1)CNCC1=CC=C(C=C1)CNC1CCCC=2C=CC=NC12 N-(2-pyridinylmethyl)-N'-(5,6,7,8-tetrahydro-8-quinolinyl)-1,4-benzenedimethanamine